3-methyl-8-(6-(piperidin-4-ylthio)nicotinoyl)-2,8-diazaspiro[4.5]decane CC1NCC2(C1)CCN(CC2)C(C2=CN=C(C=C2)SC2CCNCC2)=O